(S)-(5-(1-methyl-1H-imidazol-4-yl)-1,3,4-oxadiazol-2-yl)(4-(7-methylpyrazolo[1,5-a]pyridin-2-yl)-6,7-dihydro-1H-imidazo[4,5-c]pyridin-5(4H)-yl)methanone CN1C=NC(=C1)C1=NN=C(O1)C(=O)N1[C@@H](C2=C(CC1)NC=N2)C2=NN1C(C=CC=C1C)=C2